CN(C=1C=C(OCCOCC=2C=C(N(CC3=CC=C4C=CC=NC4=C3)CC3=CC(=CC=C3)OC)C=CC2)C=CC1)C 3-((2-(3-(dimethylamino)phenoxy)ethoxy)methyl)-N-(3-methoxybenzyl)-N-(quinolin-7-ylmethyl)aniline